2-(2-(4'-methoxybiphenyl-4-yl)-6H-pyrrolo[2,3-c]pyridin-6-yl)ethanol tert-butyl-(2R)-4-(difluoromethylene)-2-(hydroxymethyl)pyrrolidine-1-carboxylate C(C)(C)(C)[C@@]1(N(CC(C1)=C(F)F)C(=O)OCCN1C=C2C(C=C1)=CC(=N2)C2=CC=C(C=C2)C2=CC=C(C=C2)OC)CO